C[N+](CCCCCCCC)(CCNC(=O)C=1N(C=C(C1)NC(=O)C=1N(C=C(C1)NC(C1=CC=C(C=C1)\C=C\C=1C=NC2=CC=CC=C2C1)=O)C)C)C (E)-N,N-dimethyl-N-(2-(1-methyl-4-(1-methyl-4-(4-(2-(quinolin-3-yl)vinyl)benzamido)-1H-pyrrole-2-carboxamido)-1H-pyrrole-2-carboxamido)ethyl)octan-1-aminium